ls-2,6-di-t-butyl-p-cresol C(C)(C)(C)C1=CC(=CC(=C1O)C(C)(C)C)C